OC1=CC=C(C=C1)C12CC3(CC(CC(C1)(C3)CCC)(C2)CCC)C2=CC=C(C=C2)O 1,3-bis(4-hydroxyphenyl)-5,7-dipropyl-adamantane